BrC=1C(=C(C(=NC1)F)OCOC)C#CC(C)C 5-bromo-2-fluoro-3-(methoxymethoxy)-4-(3-methylbut-1-ynyl)pyridine